O=C(C(=O)[O-])CCC(=O)[O-] 2-Oxo-Glutarate